FC1(C(C=2C(=CN(C2CC1)C1CCCC=2C=CC=NC12)S(=O)(=O)CF)O)F 5,5-difluoro-3-((fluoromethyl)sulfonyl)-1-(5,6,7,8-tetrahydroquinolin-8-yl)-4,5,6,7-tetrahydro-1H-indol-4-ol